3,4-Dihydro-1H-isoquinoline-2,7-dicarboxylic acid 2-tert-butyl ester C(C)(C)(C)OC(=O)N1CC2=CC(=CC=C2CC1)C(=O)O